lithium pertechnetate monohydrate O.[Tc](=O)(=O)(=O)[O-].[Li+]